2-BOC-7-amino-2-azaspiro[3.5]nonane C(=O)(OC(C)(C)C)N1CC2(C1)CCC(CC2)N